phenyl-(2-(4-(trifluoromethyl)phenyl)-2-(2,4,6-trimethoxyphenyl)ethyl)selenane C1(=CC=CC=C1)C1([Se]CCCC1)CC(C1=C(C=C(C=C1OC)OC)OC)C1=CC=C(C=C1)C(F)(F)F